ClC1=CC(=C(C(=O)NC=2C=[N+](C=CC2)[O-])C=C1Cl)OC1=CC=C(C=C1)OC(F)(F)F 3-(4,5-Dichloro-2-(4-(trifluoromethoxy)phenoxy)benzamido)pyridine 1-oxide